(4S,5R)-5-fluoro-1-(4,4,4-trifluorobutyl)-3-(trifluoromethyl)-4,5,6,7-tetrahydroindazol-4-ol F[C@H]1[C@H](C=2C(=NN(C2CC1)CCCC(F)(F)F)C(F)(F)F)O